N1-(2-methoxybenzyl)-6-methylbenzene-1,2-diamine COC1=C(CNC=2C(=CC=CC2C)N)C=CC=C1